1-(benzyloxy)-4-fluoro-2-(methoxy-d3)benzene C(C1=CC=CC=C1)OC1=C(C=C(C=C1)F)OC([2H])([2H])[2H]